FC(C(=O)O)(F)F.C(C)C=1C=C(C=CC1OC1=C2C(=NC=C1)NC=N2)N2C(N(CC2=O)C=2C=NC=C(C2)C(F)(F)F)=O 3-[3-ethyl-4-(3H-imidazo[4,5-b]pyridin-7-yloxy)phenyl]-1-[5-(trifluoromethyl)-3-pyridinyl]-2,4-imidazolidinedione trifluoroacetate